ClC1=NC(=CC=C1C(=O)NS(=O)(=O)C1=CC=CC(=N1)NCCCC1CC(N(C1)C(=O)OC(C)(C)C)(C)C)N1N=C(C=C1)OCC1C(C1(C)C)(C)C tert-Butyl 4-[3-[[6-[[2-chloro-6-[3-[(2,2,3,3-tetramethylcyclopropyl)methoxy] pyrazol-1-yl]pyridine-3-carbonyl]sulfamoyl]-2-pyridyl]amino]propyl]-2,2-dimethyl-pyrrolidine-1-carboxylate